OC1=C(C=C(C=C1)C(CC(=O)OC)C)C methyl 3-(4-hydroxy-3-methylphenyl)butanoate